N-[(3S)-3-Aminopyrrolidin-1-yl]sulfonyl-6-(m-tolyl)-2-[(4S)-2,2,4-trimethylpyrrolidin-1-yl]pyridin-3-carboxamid N[C@@H]1CN(CC1)S(=O)(=O)NC(=O)C=1C(=NC(=CC1)C=1C=C(C=CC1)C)N1C(C[C@@H](C1)C)(C)C